BrC1=CC(=C(C(=O)OC)C=C1)C1(CCC1)C#N methyl 4-bromo-2-(1-cyanocyclobutyl)benzoate